4-[2-fluoro-4-(methoxymethyloxy)-3,5-dimethylphenyl]-3-methyl-4-oxobutanoic acid methyl ester COC(CC(C(=O)C1=C(C(=C(C(=C1)C)OCOC)C)F)C)=O